CC1(OB(OC1(C)C)C1=CC2=C(NC(N2)=O)C=C1)C 5-(4,4,5,5-tetramethyl-1,3,2-dioxaborolan-2-yl)-1,3-dihydro-2H-benzo[d]imidazol-2-one